COC1=CC=C(C2=CC=CC=C12)C1=NC(=NC(=N1)C(Cl)(Cl)Cl)C(Cl)(Cl)Cl 2-(4-methoxy-naphthalene-1-yl)-4,6-bis(trichloromethyl)-s-triazine